9,10-di-n-pentyloxyanthracene C(CCCC)OC=1C2=CC=CC=C2C(=C2C=CC=CC12)OCCCCC